C1(CC1)C1=C(C(=NO1)C1=C(C=CC=C1Cl)Cl)COC1CCN(CC1)C1=CC=C(C=C1)N1N=CC(N(C1=O)COCC[Si](C)(C)C)=O 2-(4-(4-((5-cyclopropyl-3-(2,6-dichlorophenyl)isoxazol-4-yl)methoxy)piperidin-1-yl)phenyl)-4-((2-(trimethylsilyl)ethoxy)methyl)-1,2,4-triazine-3,5(2H,4H)-dione